NC1CN(CC1)C(=O)C1=C(C=C(C=C1)NC(=O)C=1N(C(=CN1)C1=C(C(=C(C=C1)OC)F)F)C)Cl N-[4-(3-aminopyrrolidine-1-carbonyl)-3-chloro-phenyl]-5-(2,3-difluoro-4-methoxy-phenyl)-1-methyl-imidazole-2-carboxamide